FC1(CC(CC1)CN1N=C(C(=C1C(=O)OC)O)C)F methyl 1-((3,3-difluorocyclopentyl)methyl)-4-hydroxy-3-methyl-1H-pyrazole-5-carboxylate